8-[(1R)-1-(4-Chloro-2-methylsulfonyl-anilino)ethyl]-3,6-dimethyl-2-morpholino-quinazolin-4-one ClC1=CC(=C(N[C@H](C)C=2C=C(C=C3C(N(C(=NC23)N2CCOCC2)C)=O)C)C=C1)S(=O)(=O)C